C(C(C)C)N1CN(CC=2C1=CN(C2)CC2=C(C(=CC=C2)C)C)C 1-isobutyl-3-methyl-6-(2,3-dimethylbenzyl)-1,6-dihydro-2H-pyrrolo[3,4-d]Pyrimidine